C1(CC1)C1=CC=2N(C(C(=C(C2S1)NC1CC1)C1=CC2=CN(N=C2C=C1)C)=O)C1=CC=C(C=C1)OC(F)F 2-cyclopropyl-7-((cyclopropyl)amino)-4-(4-(difluoromethoxy)phenyl)-6-(2-methyl-2H-indazol-5-yl)thieno[3,2-b]pyridin-5(4H)-one